OC[C@@H](C)N1C(N=CC=C1C1=CC=C(C=C1)OC(F)(F)F)C=1C=NC=CC1 N-[(2R)-1-Hydroxypropan-2-yl]-2-(pyridin-3-yl)-6-[4-(trifluoromethoxy)phenyl]pyrimidin